(2S,4R)-1-[(2S)-2-(4-cyclopropyltriazol-1-yl)-3,3-dimethyl-butanoyl]-4-hydroxy-N-[2-[(2-oxo-3,4-dihydro-1H-quinolin-6-yl)oxy]ethyl]pyrrolidine-2-carboxamide C1(CC1)C=1N=NN(C1)[C@H](C(=O)N1[C@@H](C[C@H](C1)O)C(=O)NCCOC=1C=C2CCC(NC2=CC1)=O)C(C)(C)C